2-(5-(methyl-d3)-2-phenyloxazol-4-yl)ethan-1,1-d2-1-ol C(C1=C(N=C(O1)C1=CC=CC=C1)CC(O)([2H])[2H])([2H])([2H])[2H]